3,10-bis{N-[4-(dibenzofuran-4-yl)phenyl]-N-phenylamino}naphtho[2,3-b:6,7-b']bis-benzofuran C1=CC=C(C=2OC3=C(C21)C=CC=C3)C3=CC=C(C=C3)N(C3=CC=CC=C3)C3=CC2=C(C1=C(O2)C=C2C=C4C(OC5=C4C=CC(=C5)N(C5=CC=C(C=C5)C5=CC=CC4=C5OC5=C4C=CC=C5)C5=CC=CC=C5)=CC2=C1)C=C3